Methyl 5-((tert-Butoxycarbonyl) amino)-2-chlorobenzoate C(C)(C)(C)OC(=O)NC=1C=CC(=C(C(=O)OC)C1)Cl